C(C=C)NB(NCC=C)NCC=C tri(allylamino)borane